ClS(=O)(=O)C1=CC=C(C=C1)CC(=O)O 2-(4-(chlorosulfonyl)phenyl)acetic acid